C1(CC1)N1C(N(C=2C(C1=O)=C(N(C(C2C)=O)C)NC2=C(C=C(C=C2)I)F)C=2C=C(C=CC2)NC(CN2CCNCC2)=O)=O N-(3-(3-cyclopropyl-5-((2-fluoro-4-iodophenyl)amino)-6,8-dimethyl-2,4,7-trioxo-3,4,6,7-tetrahydropyrido[4,3-d]pyrimidin-1(2H)-yl)phenyl)-2-(piperazin-1-yl)acetamide